C(C1=CC=CC=C1)N1C(N(C2=C1C=CC=C2)CC2CCC(CC2)NC(C2=C(N=CC(=C2)Cl)C)=O)=O N-((1r,4r)-4-((3-benzyl-2-oxo-2,3-dihydro-1H-benzo[d]imidazol-1-yl)methyl)cyclohexyl)-5-chloro-2-methylnicotinamide